N-(2-(1-hydroxy-1-phenyl-2-(p-tolyl)ethyl)phenyl)-4-methylbenzenesulfonamide OC(CC1=CC=C(C=C1)C)(C1=CC=CC=C1)C1=C(C=CC=C1)NS(=O)(=O)C1=CC=C(C=C1)C